4-[5-[1-(1,6-dimethylpyrazolo[3,4-b]pyridin-4-yl)-5-methyl-3,6-dihydro-2H-pyridin-4-yl]-6-methyl-pyrazin-2-yl]piperazine-1-carboxylic acid tert-butyl ester C(C)(C)(C)OC(=O)N1CCN(CC1)C1=NC(=C(N=C1)C=1CCN(CC1C)C1=C2C(=NC(=C1)C)N(N=C2)C)C